1-bromo-4-(4-bromophenyl)-3-buten-2-one BrCC(C=CC1=CC=C(C=C1)Br)=O